5-chloro-8-[4-(trifluoromethoxy)phenyl]imidazo[1,2-a]pyridine-6-carbonitrile ClC1=C(C=C(C=2N1C=CN2)C2=CC=C(C=C2)OC(F)(F)F)C#N